FC(COC1=C2C(=NC=C1)C(=C(N2)C2=CC(=NC=C2)NC([C@H](CC(F)F)C2=CC=C(C=C2)F)=O)C2=NC=CC=C2)F |o1:21| (2R or S)-N-{4-[7-(2,2-difluoroethoxy)-3-(pyridin-2-yl)-1H-pyrrolo[3,2-b]pyridin-2-yl]pyridin-2-yl}-4,4-difluoro-2-(4-fluorophenyl)butanamide